ClC1=CC2=C(N=C(S2)NC(C=CC2=CC(=C(C=C2)OC)OC)=O)C=C1 N-(6-chloro-1,3-benzothiazol-2-yl)-3-(3,4-dimethoxyphenyl)propenamide